CC1=C(C=CC(=C1)CO[Si](C)(C)C(C)(C)C)CO[Si](C)(C)C(C)(C)C (((2-methyl-1,4-phenylene)bis(methylene))bis(oxy))bis(tert-butyldimethylsilane)